C1(CC1)C=1SC(=CN1)C=1C=C(C=CC1)N(C(=O)[C@@H]1CC[C@H](CC1)O)C[C@@H]1CC[C@H](CC1)C=1C=C2C(=NN(C2=CC1)C)F trans-N-(3-(2-cyclopropylthiazol-5-yl)phenyl)-N-((trans-4-(3-fluoro-1-methyl-1H-indazol-5-yl)cyclohexyl)methyl)-4-hydroxycyclohexanecarboxamide